N-(beta-aminoethyl)-gamma-aminopropyl-trimethoxysilane NCCNCCC[Si](OC)(OC)OC